(S)-2-[o-[(N-benzyl-prolyl)amino]phenyl]-benzylideneamino-acetic acid C(C1=CC=CC=C1)N1[C@@H](CCC1)C(=O)NC1=C(C=CC=C1)C1=C(C=NCC(=O)O)C=CC=C1